3-(1-(2-hydroxy-2-(4-hydroxyphenyl)ethyl)-1H-1,2,3-triazol-4-yl)phenol OC(CN1N=NC(=C1)C=1C=C(C=CC1)O)C1=CC=C(C=C1)O